3-Chloro-4-{5-[(R)-(1,3-dimethyl-azetidin-3-yl)-hydroxy-(4-isopropyl-phenyl)-methyl]-pyridazin-3-yl}-2-phenyl-but-3-en-2-ol ClC(C(C)(O)C1=CC=CC=C1)=CC=1N=NC=C(C1)[C@](C1=CC=C(C=C1)C(C)C)(O)C1(CN(C1)C)C